4-{5-[(2,6-dichlorophenyl)methoxy]pyrimidin-2-yl}-6-hydroxy-1,4-diazacycloheptane-1-carboxamide ClC1=C(C(=CC=C1)Cl)COC=1C=NC(=NC1)N1CCN(CC(C1)O)C(=O)N